N-(3-chloro-4-fluoro-2-methoxyphenyl)-4-[({3-[(oxetan-2-yl)methoxy]pyridin-4-yl}methyl)amino]-2-oxo-1,2,5,6-tetrahydropyridine-3-carbothioamide ClC=1C(=C(C=CC1F)NC(=S)C=1C(NCCC1NCC1=C(C=NC=C1)OCC1OCC1)=O)OC